ClC1=C2C(=NC=C1)NC(=C2)C=2C=C(C(=O)N)C=CC2 3-(4-Chloro-1H-pyrrolo[2,3-b]pyridin-2-yl)benzamide